4-(3-Cyanophenyl)-6-(5-methyl-4H-1,2,4-triazol-3-yl)indoline C(#N)C=1C=C(C=CC1)C1=C2CCNC2=CC(=C1)C1=NN=C(N1)C